4-(3-(3-(4-bromobenzyl)-2,5-dioxo-1-phenylimidazolin-4-yl)propionamido)-N-hydroxybenzamide BrC1=CC=C(CN2C(N(C(C2CCC(=O)NC2=CC=C(C(=O)NO)C=C2)=O)C2=CC=CC=C2)=O)C=C1